N-[4-[2-chloro-3-(4-methylpiperazin-1-yl)phenoxy]-5-ethyl-6-(2-isopropoxyphenyl)pyrimidin-2-yl]-1H-pyrazole-4-sulfonamide ClC1=C(OC2=NC(=NC(=C2CC)C2=C(C=CC=C2)OC(C)C)NS(=O)(=O)C=2C=NNC2)C=CC=C1N1CCN(CC1)C